C=1(C(=CC=CC1)S(=O)(=O)ONC1=NC(=NC(=N1)NC1=CC=CC=C1)NC1=CC=CC=C1)C=CC=1C(=CC=CC1)S(=O)(=O)ONC1=NC(=NC(=N1)NC1=CC=CC=C1)NC1=CC=CC=C1 bis-(2,4-diphenylamino-s-triazin-6-ylamino) stilbene-2,2'-disulphonate